OCCOCCOCCOCCOCCOCCOCCOCCOCCOCCO 1-Hydroxy-3,6,9,12,15,18,21,24,27,30-decaoxatriacontane